COC(=O)C1=C(C2=C(S1)C=CC=C2)NC2=NC(=NC=C2Br)Cl 3-(5-bromo-2-chloropyrimidin-4-ylamino)-benzo[b]Thiophene-2-carboxylic acid methyl ester